2-(N-methyl-N-(2-hydroxyethyl)amino)pyrimidine-5-carbaldehyde CN(CCO)C1=NC=C(C=N1)C=O